L-N-Boc-proline C(=O)(OC(C)(C)C)N1[C@@H](CCC1)C(=O)O